3-hydroxymethyloxetane OCC1COC1